O[C@H]1[C@H](O)[C@@H](O)[C@@H](O)[C@H](O1)C(=O)O.C1(O)=CC=C(O)C=C1 hydroquinone-β-D-galacturonic acid